3-(bicyclo[1.1.1]pentan-1-yl)-1-((3,3-difluoro-1-methylcyclobutyl)methyl)-4-(difluoromethyl)-1H-pyrazole-5-carboxylic acid C12(CC(C1)C2)C2=NN(C(=C2C(F)F)C(=O)O)CC2(CC(C2)(F)F)C